tert-butyl 4-(7-(4-methyl-1H-imidazol-1-yl) imidazo[1,2-a]pyrimidin-3-yl)-1,4-diazacycloheptane-1-carboxylate CC=1N=CN(C1)C1=NC=2N(C=C1)C(=CN2)N2CCN(CCC2)C(=O)OC(C)(C)C